C[C@@H]1[C@@H]2[C@H](C(=O)N2C(=C1SC3CN4C=NC=[N+]4C3)C(=O)[O-])[C@@H](C)O The molecule is a carbapenem antibiotic in which the azetidine and pyrroline rings carry 1-hydroxymethyl and pyrazolo[1,2-a][1,2,4]triazolium-6-ylthio substituents respectively. It has a role as an antibacterial drug. It is a member of carbapenems, a pyrazolotriazole and an organic sulfide.